(R)-1-(4-chlorothiazol-5-yl)ethyl (1-methyl-4-(6-methyl-5-(methylsulfonamido) pyridin-2-yl)-1H-1,2,3-triazol-5-yl)carbamate CN1N=NC(=C1NC(O[C@H](C)C1=C(N=CS1)Cl)=O)C1=NC(=C(C=C1)NS(=O)(=O)C)C